C1NCC12COC(OC2)CCN(C2=CC=C(C#N)C=C2)CC2=CC=C(C=C2)C(C)C 4-((2-(6,8-dioxa-2-azaspiro[3.5]nonan-7-yl)ethyl)(4-isopropylbenzyl)amino)benzonitrile